FC=1C=C(C=CC1F)NC=1N=CC=C2C=C(SC12)C=1C(=C(N=C2C(CS(C12)(=O)=O)C(C)C)CCC1CCOCC1)C=1OC(=NN1)C (3,4-difluorophenyl)(2-{3-isopropyl-6-(5-methyl-1,3,4-oxadiazol-2-yl)-1,1-dioxo-5-[2-(tetrahydro-2H-pyran-4-yl)ethyl]-1λ6-thia-4-aza-7-indanyl}-1-thia-6-aza-7-indenyl)amine